Undec-6-yl Oleate C(CCCCCCC\C=C/CCCCCCCC)(=O)OC(CCCCC)CCCCC